[N+](=[N-])=CC(CC[C@@H](C(=O)OCOC(C)C)NC([C@@H](C)OC)=O)=O isopropoxymethyl (S)-6-diazo-2-((R)-2-methoxypropanamido)-5-oxohexanoate